IC=1C=CC(=NC1)N[C@@H]1C[C@H](CC1)NC1=NC=C(C=N1)SC (1S,3S)-N-(5-iodopyridin-2-yl)-N3-(5-(methylthio)pyrimidin-2-yl)cyclopentane-1,3-diamine